O=C1NCC[C@@H]1OC(=O)N1CCN(CC1)C1=NC=2N(C=C1)N=CC2C=2C(=NC=CC2)OC2CC2 [(3S)-2-oxopyrrolidin-3-yl]-4-[3-[2-(cyclopropoxy)-3-pyridyl]pyrazolo[1,5-a]pyrimidin-5-yl]piperazine-1-carboxylate